4-((2R,3S,5R)-3-(3,4-difluoro-2-methoxyphenyl)-5-methyl-5-(2,2,2-trifluoroethyl)tetrahydrofuran-2-carboxamido)picolinamide FC=1C(=C(C=CC1F)[C@H]1[C@@H](O[C@](C1)(CC(F)(F)F)C)C(=O)NC1=CC(=NC=C1)C(=O)N)OC